6-methyl-4-[(1-methylcyclopropyl)amino]-N-[4-(morpholin-4-yl)phenyl]furo[2,3-d]pyrimidine-5-carboxamide CC1=C(C2=C(N=CN=C2NC2(CC2)C)O1)C(=O)NC1=CC=C(C=C1)N1CCOCC1